C(C)OC(COC=CCC1=CC=CC=C1)=O.FC(OC1=CC=C(C2=C1OC1(CCSCC1)O2)C(C)=O)F 1-[7-(difluoromethoxy)spiro[1,3-benzodioxol-2,4'-tetrahydrothiopyran]-4-yl]ethanone ethyl-2-((3-phenylprop-1-en-1-yl)oxy)acetate